ClC1=NC=NC(=C1C1CC1)C 1-(4-chloro-6-methylpyrimidin-5-yl)cyclopropane